N-(5-(1H-imidazol-4-yl)-4-((4-isopropoxy-6-(methylsulfonyl)pyridin-2-yl)amino)pyridin-2-yl)acetamide N1C=NC(=C1)C=1C(=CC(=NC1)NC(C)=O)NC1=NC(=CC(=C1)OC(C)C)S(=O)(=O)C